OCCCN1N=NC2=C1C=CC=C2 1-(3'-hydroxypropyl)benzotriazole